4-(3-Chloroanilino)-2'-{(2S)-2-phenyl-3-[(thieno[3,2-b]pyridin-7-yl)oxy]propyl}-2',3'-dihydrospiro[cyclohexane-1,1'-indene]-4-carboxylic acid ClC=1C=C(NC2(CCC3(C(CC4=CC=CC=C34)C[C@H](COC3=C4C(=NC=C3)C=CS4)C4=CC=CC=C4)CC2)C(=O)O)C=CC1